Methyl 2-(N-allylmethylsulfonamido)-5-chlorobenzoate C(C=C)N(S(=O)(=O)C)C1=C(C(=O)OC)C=C(C=C1)Cl